C(C)(C)(C)OC(=O)N1[C@@H](CNCC1)C (R)-1-t-Butoxycarbonyl-2-methylpiperazine